CC1=CC2=C(C(=CO2)C(=O)O)C=C1 6-methylbenzofuran-3-carboxylic acid